bis(3-pentyloctyl) 8,8'-((3-hydroxypropyl)azanediyl)dioctanoate OCCCN(CCCCCCCC(=O)OCCC(CCCCC)CCCCC)CCCCCCCC(=O)OCCC(CCCCC)CCCCC